CC(C[C@H](C)N1N=CC(=C1)C=1C=2N(C=C(N1)C=1C=NN(C1)C[C@@H](CO)O)N=CC2)C (S)-3-(4-(4-(1-((S)-4-methylpentan-2-yl)-1H-pyrazol-4-yl)pyrazolo[1,5-a]pyrazin-6-yl)-1H-pyrazol-1-yl)propane-1,2-diol